tert-butyl (5-chloro-3-iodopyrazolo[1,5-a]pyrimidin-7-yl)((8-methylimidazo[1,2-a]pyridin-2-yl)methyl)carbamate ClC1=NC=2N(C(=C1)N(C(OC(C)(C)C)=O)CC=1N=C3N(C=CC=C3C)C1)N=CC2I